C(C1=CC=CC=C1)N(C1=C(C=CC(=N1)C=O)[N+](=O)[O-])C1CCCC1 6-[Benzyl-(cyclopentyl)amino]-5-nitropyridine-2-carbaldehyde